BrC=1C=C2C(CN(C(C2=CC1)=O)CC(=O)NC1=NC=C(C=N1)F)C(F)(F)F 2-[6-bromo-1-oxo-4-(trifluoromethyl)-3,4-dihydroisoquinolin-2-yl]-N-(5-fluoropyrimidin-2-yl)acetamide